6,7-dimethoxy-2-(1-methylpyrazol-3-yl)-4-[3-[2-(sulfamoylamino)ethyl]azetidin-1-yl]quinazoline COC=1C=C2C(=NC(=NC2=CC1OC)C1=NN(C=C1)C)N1CC(C1)CCNS(N)(=O)=O